(±)-(E)-7-fluoro-3-((((R)-4-methyl-5-oxo-2,5-dihydrofuran-2-yl)oxy)methylene)-3,3a,4,8b-tetrahydro-2H-indeno[1,2-b]furan-2-one FC1=CC=C2CC\3C(OC(/C3=C/O[C@@H]3OC(C(=C3)C)=O)=O)C2=C1